C(C)(C)(C)NS(=O)(=O)C=1C=C(C=C(C1)C=1OC=CC1)NC(C1=C(N=C(C=C1)NC(CO)(C)C)N1CCC2(CC2)CC1)=O N-(3-(N-(tert-butyl)sulfamoyl)-5-(furan-2-yl)phenyl)-6-((1-hydroxy-2-methylpropan-2-yl)amino)-2-(6-azaspiro[2.5]octan-6-yl)nicotinamide